ClC1=NC=C(C(=N1)NCC1=CC=C(C=C1)C=1N(C=C(N1)C(F)(F)F)COC)NC 2-chloro-N4-(4-(1-(methoxymethyl)-4-(trifluoromethyl)-1H-imidazol-2-yl)benzyl)-N5-methylpyrimidine-4,5-diamine